3-(aminomethyl)-3-fluoro-piperidine-1-carboxylic acid tert-butyl ester C(C)(C)(C)OC(=O)N1CC(CCC1)(F)CN